CC(=CC(C(CC)=O)=O)C 6-methyl-5-heptene-3,4-dione